BrC1=C2C(=NC=C1)N(C=C2)C 4-bromo-1-methyl-1H-pyrrolo[2,3-b]pyridine